methyl 4-bromo-3-(2-fluoropyridin-4-yl)-5-isopropylbenzoate BrC1=C(C=C(C(=O)OC)C=C1C(C)C)C1=CC(=NC=C1)F